NC(C(F)(F)F)(C(F)(F)F)C1=CC=CC=C1 aminophenylhexafluoropropane